4-methoxy-N-(4-(o-tolyl)naphthalen-1-yl)benzenesulfonamide COC1=CC=C(C=C1)S(=O)(=O)NC1=CC=C(C2=CC=CC=C12)C1=C(C=CC=C1)C